4-[6-(3,5-Dimethyl-isoxazol-4-ylmethyl)-3-hydroxy-pyridin-2-yl]-4-oxo-butyric acid ethyl ester C(C)OC(CCC(=O)C1=NC(=CC=C1O)CC=1C(=NOC1C)C)=O